4-methyl-5-[4-(3-trifluoromethoxy-benzoyl)-piperazin-1-yl]-benzofuran-2-carboxylic acid CC1=C(C=CC2=C1C=C(O2)C(=O)O)N2CCN(CC2)C(C2=CC(=CC=C2)OC(F)(F)F)=O